(S) or (R)-(tetrahydrofuran-2-yl)methyl 3-oxobutanoate O=C(CC(=O)OC[C@H]1OCCC1)C |o1:7|